ethyl 2-(2-((5-chloro-7-(isopropylamino)benzofuran-3-yl)methoxy)-4-methoxyphenyl)acetate ClC=1C=C(C2=C(C(=CO2)COC2=C(C=CC(=C2)OC)CC(=O)OCC)C1)NC(C)C